FC(F)(F)C1=NN(C=C1)C[C@H]1[C@@H](C1)C(F)(F)F (trifluoromethyl)-1-(((trans)-2-(trifluoromethyl)cyclopropyl)methyl)-1H-pyrazole